CC=1C=C(C(=O)O)C=CC1N.C(C)N(CC)[Si](OCCC)(OCCC)OCCC diethylaminotri-n-propoxysilane 3-methyl-4-aminobenzoate